O[C@@H](C(=O)N1[C@@H]([C@@H]2[C@H](C1)CCC2)C(=O)N[C@@H](C[C@H]2C(NCC2)=O)C(COC(F)(F)F)=O)CC (1S,3ar,6as)-2-((R)-2-hydroxybutyryl)-N-((S)-3-oxo-1-((S)-2-oxopyrrolidin-3-yl)-4-(trifluoromethoxy)butan-2-yl)octahydrocyclopenta[c]pyrrole-1-carboxamide